Ethyl-[5-(tert-Butoxycarbonylamino)-2-methyl-6-oxo-3-phenyl-1-piperidinyl] acetate C(C)(=O)ON1C(C(CC(C1=O)NC(=O)OC(C)(C)C)C1=CC=CC=C1)(C)CC